BrC=1C(=NC=CC1)C1(CC1)CN (1-(3-bromopyridin-2-yl)cyclopropyl)methylamine